C(C)(C)(C)OC(=O)N1CCN(CC1)C1=NC=NC2=CC=C(C=C12)B1OC(C(O1)(C)C)(C)C 4-(6-(4,4,5,5-tetramethyl-1,3,2-Dioxaborolan-2-yl)quinazolin-4-yl)piperazine-1-carboxylic acid tert-butyl ester